OCCNC1=CC(=NC(=C1)S(=O)(=O)C)C1=CN(C2=CN=C(C=C21)NC(C)=O)C N-(3-(4-((2-hydroxyethyl)amino)-6-(methylsulfonyl)pyridin-2-yl)-1-methyl-1H-pyrrolo[2,3-c]pyridin-5-yl)acetamide